CN(C=1C=CS(C1)O)C 4-(dimethylamino)-1-thiophenol